(S)-3-(isoxazolidine-3-yl)-N,N-dimethylaniline O1N[C@@H](CC1)C=1C=C(N(C)C)C=CC1